2-bromo-1-(2-fluoro-6-(hydroxymethyl)pyridin-3-yl)ethan-1-one BrCC(=O)C=1C(=NC(=CC1)CO)F